C1N(CCC2=CC=CC=C12)CC=1OC=C(C(C1)=O)OCC1=CC=C(C=C1)C(=O)N1CC(CCC1)O 2-((3,4-dihydroisoquinolin-2(1H)-yl)methyl)-5-((4-(3-hydroxypiperidine-1-carbonyl)benzyl)oxy)-4H-pyran-4-one